CC=1C=C(C=CC1C)C=1C(=CC(=NC1)C(=O)NC1CS(C=C1)(=O)=O)C 5-(3,4-dimethylphenyl)-N-(1,1-dioxido-2,3-dihydrothiophen-3-yl)-4-methylpicolinamide